1,4,8,11-tetraazacyclododecane-1,4,8,11-tetraacetic acid N1(CCN(CCCN(CCN(C1)CC(=O)O)CC(=O)O)CC(=O)O)CC(=O)O